C1(=CC(=CC=C1)CC1C2(CCC(N2)=O)CCCN1C(=O)OC)C1=CC=CC=C1 Methyl 6-({[1,1'-biphenyl]-3-yl}methyl)-2-oxo-1,7-diazaspiro[4.5]decane-7-carboxylate